GLYCIDYLAMIN C(C1CO1)N